tert-butyl (R)-((3-(5-(3,4-difluorophenyl)-2-((6-fluoro-2-methylpyridin-3-yl)oxy)-4-methylnicotinamido)phenyl)(methyl) (oxo)-λ6-sulfaneylidene)carbamate FC=1C=C(C=CC1F)C=1C=NC(=C(C(=O)NC=2C=C(C=CC2)[S@](=O)(C)=NC(OC(C)(C)C)=O)C1C)OC=1C(=NC(=CC1)F)C